ClC1=C2C=3C=CC=4OC5=C(C4C3C(C2=CC=C1)(C)C)C=CC=C5 8-chloro-12,12-dimethyl-12H-fluoreno[2,1-b]benzofuran